4,6-dimethoxy-5-(oxetan-3-ylmethoxy)pyrimidin-2-amine COC1=NC(=NC(=C1OCC1COC1)OC)N